(R)-2-(2,2-difluorobenzo[d][1,3]dioxol-5-yl)-N-(1-(1-(2,2,2-trifluoroethyl)-1H-pyrazolo[3,4-c]pyridin-5-yl)ethyl)acetamide FC1(OC2=C(O1)C=CC(=C2)CC(=O)N[C@H](C)C=2C=C1C(=CN2)N(N=C1)CC(F)(F)F)F